FC=1C=C(C=CC1)C1=CC=CC(=N1)C[C@@H]1N(CCC[C@@H]1NS(=O)(=O)C)C(=O)OC(C)C isopropyl cis-2-((6-(3-fluorophenyl)pyridin-2-yl)methyl)-3-((methylsulfonyl)amino)piperidine-1-carboxylate